C(C=C)(=O)N1C[C@H](CC1)N1N=C(C=2C(=NC=C(C21)C#N)N)C#CC2=CC(=CC(=C2)OC)OC (S)-1-(1-acryloylpyrrolidin-3-yl)-4-amino-3-((3,5-dimethoxyphenyl)ethynyl)-1H-pyrazolo[4,3-c]pyridine-7-carbonitrile